OC1=CCCC(C1)C1=CC=CC=C1 3-hydroxy-5-phenyl-2-cyclohexene